(S)-4-((R)-2-((4-(2-chloro-4-fluorophenyl)-1-oxo-1,2-dihydroisoquinolin-7-yl)oxy)propanoyl)morpholine-2-carboxylic acid ClC1=C(C=CC(=C1)F)C1=CNC(C2=CC(=CC=C12)O[C@@H](C(=O)N1C[C@H](OCC1)C(=O)O)C)=O